2-fluoro-N,N-bis(4-methoxybenzyl)-3-(4,4,5,5-tetramethyl-1,3,2-dioxaborolan-2-yl)aniline FC1=C(N(CC2=CC=C(C=C2)OC)CC2=CC=C(C=C2)OC)C=CC=C1B1OC(C(O1)(C)C)(C)C